C1(CC1)C1=C(C(=NO1)C1=C(C=CC=C1)C(F)(F)F)C1=CC2(C1)CCN(CC2)C=2C(=NC1=CC=CC=C1N2)C#N (2-(5-cyclopropyl-3-(2-(trifluoromethyl)phenyl)isoxazol-4-yl)-7-azaspiro[3.5]non-1-en-7-yl)quinoxaline-2-carbonitrile